tert-butyl 4-[2-[6-[2-cyano-3-(pyrrolidin-1-ylsulfonylamino)anilino]-4-oxo-quinazolin-3-yl]ethyl]piperidine-1-carboxylate C(#N)C1=C(NC=2C=C3C(N(C=NC3=CC2)CCC2CCN(CC2)C(=O)OC(C)(C)C)=O)C=CC=C1NS(=O)(=O)N1CCCC1